ClC1=C(C=CC=C1)C=1C=C2C=CNC(C2=C(N1)NC1=CC=C(C=C1)N1CCOCC1)=O 6-(2-chlorophenyl)-8-(4-morpholin-4-ylanilino)-2H-2,7-naphthyridin-1-one